C(C)C(CCCC)C(C(CCC(CCCC)C)C)CC 5,6-diethyl-7,10-dimethyl-tetradecane